S1C(=NN=C1)NC(=O)C1=NC=NC(=C1)C1=CC(=C(C=C1)Cl)Cl 6-(3,4-dichloro-phenyl)-pyrimidine-4-carboxylic acid [1,3,4]thiadiazol-2-ylamide